(4-([1,1'-biphenyl]-2-yl)-2-methylquinolin-6-yl)(morpholino)methanone C1(=C(C=CC=C1)C1=CC(=NC2=CC=C(C=C12)C(=O)N1CCOCC1)C)C1=CC=CC=C1